C(C)(=O)NNC(=O)C12CC(CC(N1C(=O)NC1=CC(=C(C=C1)C(F)(F)F)N1N=CC(=N1)Cl)C2)C cis-1-(2-acetylhydrazine-1-carbonyl)-N-(3-(4-chloro-2H-1,2,3-triazol-2-yl)-4-(trifluoromethyl)phenyl)-3-methyl-6-azabicyclo[3.1.1]heptane-6-carboxamide